OC=1C(=CC(=C2C=CC=NC12)C)C(C=1C=NC=CC1)C1C(CC12CCC2)C(=O)N ((8-hydroxy-5-methylquinolin-7-yl)(pyridin-3-yl)methyl)spiro[3.3]heptane-2-carboxamide